FC(N1N=CC(=C1)C=1C=C2C=NC=NN2C1)F 6-(1-(difluoromethyl)-1H-pyrazol-4-yl)pyrrolo[2,1-f][1,2,4]Triazine